5-[3-({[(1R,4r)-4-(methylamino)cyclohexyl]methyl}amino)-4-(trifluoromethyl)phenyl]-1,3,4-oxadiazol-2(3H)-one CNC1CCC(CC1)CNC=1C=C(C=CC1C(F)(F)F)C1=NNC(O1)=O